(S)-3-((1-(6-aminohexan-2-yl)-7-(3-methyl-1,2,4-oxadiazol-5-yl)-1H-benzo[d]imidazol-2-yl)carbamoyl)benzoic acid NCCCC[C@H](C)N1C(=NC2=C1C(=CC=C2)C2=NC(=NO2)C)NC(=O)C=2C=C(C(=O)O)C=CC2